C(C)(C)(C)OC(CCC(=O)NC1=NC(=CC=C1)C(CCC1=CC(=C(C=C1)OC)OC)=O)=O 4-(6-(3-(3,4-dimethoxyphenyl)propionyl)pyridin-2-ylamino)-4-oxobutanoic acid tert-butyl ester